3-(2-(4-hydroxy-3-(methylsulfinylamino)phenyl)-1-oxo-1,2,3,4-tetrahydroisoquinolin-6-yl)-N-methyl-5-(trifluoromethyl)benzamide OC1=C(C=C(C=C1)N1C(C2=CC=C(C=C2CC1)C=1C=C(C(=O)NC)C=C(C1)C(F)(F)F)=O)NS(=O)C